1-ethenyloxypropan C(=C)OCCC